O1C2=C(OCC1)C=C(C=C2)C(CCN2N=CC(=C2)C2=CC=CC=C2)=O 1-(2,3-dihydrobenzo[b][1,4]dioxin-6-yl)-3-(4-phenyl-1H-pyrazol-1-yl)propan-1-one